ClC1=NC=C2C(=CN=C(C2=C1)C(C)C)N1[C@@H]([C@H](C1)CS(=O)(=O)C)C 7-chloro-1-isopropyl-4-((2R,3S)-2-methyl-3-((methylsulfonyl)methyl)azetidine-1-yl)-2,6-naphthyridine